C(CCCCCCCC\C=C/CCCCCCCC)(=O)O cis-10-Nonadecenoic acid